N-(3-fluoro-5-(trifluoromethyl)phenyl)-6-((2-(oxetan-3-ylamino)pyrimidin-5-yl)methyl)-4,5,6,7-tetrahydrothieno[2,3-c]pyridine-3-carboxamide FC=1C=C(C=C(C1)C(F)(F)F)NC(=O)C1=CSC=2CN(CCC21)CC=2C=NC(=NC2)NC2COC2